CC1=CC=C(CN2CCCC3=CC=CC=C23)C=C1 1-(4-methylbenzyl)-1,2,3,4-tetrahydroquinoline